C(=O)([O-])OC(=O)[O-].[Rh+3].C(=O)([O-])OC(=O)[O-].C(=O)([O-])OC(=O)[O-].[Rh+3] rhodium dicarbonate